(1R,4r)-4-((R)-1-aminoethyl)-N-(pyridin-4-yl)-cyclohexanecarboxamide N[C@H](C)C1CCC(CC1)C(=O)NC1=CC=NC=C1